2-acetamido(p-methylphenyl)benzyl alcohol C(C)(=O)NC1=C(C(C2=CC=C(C=C2)C)O)C=CC=C1